CN1C([C@H]2N(C3=C1C=C(C=N3)C(F)(F)F)CCNC2)=O (S)-5-methyl-3-(trifluoromethyl)-7,8,9,10-tetrahydro-5H-pyrazino[1,2-a]Pyrido[3,2-e]Pyrazin-6(6aH)-one